(4-trimethoxysilylbutyl)amine CO[Si](CCCCN)(OC)OC